C(C)OC(C(C)NCC1=CC=CC=C1)=O 2-(Benzylamino)propionic acid ethyl ester